C(C)(C)(C)OC(=O)C1=C(NC(=C(C1)C(=O)OC(C)(C)C)C)C 2,6-dimethyl-1,4-dihydropyridine-3,5-dicarboxylic acid di-tert-butyl ester